Maleimidocaproyl-L-phenylalanin C1(C=CC(N1CCCCCC(=O)N[C@@H](CC1=CC=CC=C1)C(=O)O)=O)=O